1-[3-[1-[(4-methoxyphenyl)methyl]-1,2,4-triazol-3-yl]pyrazin-2-yl]ethanamine COC1=CC=C(C=C1)CN1N=C(N=C1)C=1C(=NC=CN1)C(C)N